5-(1-(3,5-dichloropyridin-4-yl)ethoxy)-1-(tetrahydro-2H-pyran-2-yl)-1H-indazole-3-carbaldehyde ClC=1C=NC=C(C1C(C)OC=1C=C2C(=NN(C2=CC1)C1OCCCC1)C=O)Cl